5-CHLORO-1-ETHYL-3-METHYL-1H-PYRAZOLE-4-CARBALDEHYDE ClC1=C(C(=NN1CC)C)C=O